BrC1=CC(=C(C=C1)C(C(=O)OCC)(F)F)F ethyl 2-(4-bromo-2-fluoro-phenyl)-2,2-difluoro-acetate